5-(1,3-dimethylpyrrolo[1,2-a]pyrazin-7-yl)-2-(6-{[(3R,4S)-3-fluoro-2,2,6,6-tetramethylpiperidin-4-yl]oxy}pyridazin-3-yl)pyridin-3-ol CC=1C=2N(C=C(N1)C)C=C(C2)C=2C=C(C(=NC2)C=2N=NC(=CC2)O[C@@H]2[C@@H](C(NC(C2)(C)C)(C)C)F)O